F[C@@H]1CN2C(CC[C@@]2(C1)CO)=O (6S,7aR)-6-Fluoro-7a-(hydroxymethyl)hexahydro-3H-pyrrolizin-3-one